2-(3-((tetrahydro-2H-pyran-2-yl)oxy)prop-1-yn-1-yl)pyrimidine O1C(CCCC1)OCC#CC1=NC=CC=N1